tert-butyl 3-(3-methyl-1H-pyrrolo[2,3-b]pyridin-4-yl)-2-[4-(trifluoromethyl)anilino]-6,7-dihydropyrazolo[1,5-a]pyrazine-5(4H)-carboxylate CC1=CNC2=NC=CC(=C21)C=2C(=NN1C2CN(CC1)C(=O)OC(C)(C)C)NC1=CC=C(C=C1)C(F)(F)F